3-[(4,4-difluorocyclohexyl)methyl]-4-[(1,3-oxazol-2-yl)methyl]-1,2,4-oxadiazol-5(4H)-one FC1(CCC(CC1)CC1=NOC(N1CC=1OC=CN1)=O)F